B(O)(O)O The molecule is a member of boric acids. It has a role as an astringent. It is a conjugate acid of a dihydrogenborate.